C1CCC2=CC(=CC=C12)NC1=NC(=NC2=CC=C(C=C12)NC(C1=CC=C(C=C1)C)=O)C1=CC2=CC=CC=C2C=C1 N-(4-((2,3-dihydro-1H-indene-5-yl)amino)-2-(naphthalen-2-yl)quinazolin-6-yl)-4-methylbenzamide